[Cl-].C(C)OCN1N=C(C=C1)C1(CC1)[NH3+] [1-[1-(ethoxymethyl)pyrazol-3-yl]cyclopropyl]ammonium chloride